Oxazole-2-carboxylic acid ((R)-7-benzyloxy-2,3-dihydro-benzo[1,4]dioxin-2-ylmethyl)-[4-(3-dimethylamino-propoxy)-benzyl]-amide C(C1=CC=CC=C1)OC=1C=CC2=C(O[C@@H](CO2)CN(C(=O)C=2OC=CN2)CC2=CC=C(C=C2)OCCCN(C)C)C1